COC1=C(CN2CCN(CC2)C(=O)C2CN(CC(C2)C)C(=O)\C(\C#N)=C\C(C)(C)C)C(=CC(=C1)C1=CN(C(C(=C1C)C)=O)C)OC (E)-2-(3-(4-(2,6-dimethoxy-4-(1,4,5-trimethyl-6-oxo-1,6-dihydropyridin-3-yl)benzyl)piperazine-1-carbonyl)-5-methylpiperidine-1-carbonyl)-4,4-dimethylpent-2-enenitrile